7-cyclopentyl-2-((5-(4-((4-(2,6-dioxopiperidin-3-yl)-3-fluorobenzyl)(methyl)amino)piperidin-1-yl)pyridin-2-yl)amino)-N,N-dimethyl-7H-pyrrolo[2,3-d]pyrimidine-6-carboxamide C1(CCCC1)N1C(=CC2=C1N=C(N=C2)NC2=NC=C(C=C2)N2CCC(CC2)N(C)CC2=CC(=C(C=C2)C2C(NC(CC2)=O)=O)F)C(=O)N(C)C